N=1C=CN2C1C=CC(=C2)C2=CC=C(CN1C=CC3=CC(=CC=C13)N1N=C(C=C1C)C(=O)N)C=C2 1-(1-(4-(Imidazo[1,2-a]pyridin-6-yl)benzyl)-1H-indol-5-yl)-5-methyl-1H-pyrazol-3-carboxamid